(E)-3-(2-methyl-4-neopentylphenyl)-2-methylpropenal CC1=C(C=CC(=C1)CC(C)(C)C)/C=C(/C=O)\C